Ethyl (R)-2-(5-((5-fluoro-4-(7-(3-methoxy-2-(4-methylpiperazin-1-yl) propanamido)-1H-indol-3-yl)pyrimidin-2-yl)amino)pyridin-2-yl)acetate FC=1C(=NC(=NC1)NC=1C=CC(=NC1)CC(=O)OCC)C1=CNC2=C(C=CC=C12)NC([C@@H](COC)N1CCN(CC1)C)=O